C(C)(=O)NC1=CC=C(C=C1)CC(=O)N1C=CC2=C1N=CC=1N2C(=CN1)[C@H]1CN(C[C@H]1CC)C(=O)NCC(F)(F)F (3R,4S)-3-(3-(2-(4-Acetamidophenyl)acetyl)-3H-imidazo[1,2-a]pyrrolo[2,3-e]pyrazine-8-yl)-4-ethyl-N-(2,2,2-trifluoroethyl)pyrrolidine-1-carboxamide